2-[2-Carboxy-4-(1H-imidazol-4-yl)-phenyl]-1,3-dioxo-2,3-dihydro-1H-isoindole C(=O)(O)C1=C(C=CC(=C1)C=1N=CNC1)N1C(C2=CC=CC=C2C1=O)=O